C(=O)O.ClC=1C(=CC(=C(C1)S(=O)(=O)NC1=NC=NC=C1)F)N[C@@H]1[C@H](CN(CC1)S(=O)(=O)C1=CC(=CC=C1)C(F)(F)F)N(C)C 5-Chloro-4-(((3S,4S)-3-(dimethylamino)-1-((3-(trifluoromethyl)phenyl)sulfonyl)piperidin-4-yl)amino)-2-fluoro-N-(pyrimidin-4-yl)benzenesulfonamide Formate